sodium (S)-4-(1-(tert-butoxycarbonyl)-4-(methylsulfonyl)piperidin-4-yl)-6-(3-ethylmorpholino)pyridine-2-sulfinate C(C)(C)(C)OC(=O)N1CCC(CC1)(S(=O)(=O)C)C1=CC(=NC(=C1)N1[C@H](COCC1)CC)S(=O)[O-].[Na+]